C1(=CC=CC=C1)C(=C)OS(=O)(=O)C1=CC=C(C=C1)Cl 1-phenylvinyl-4-chlorobenzenesulfonate